3-(3,5-dichloro-7-([(furan-2-yl)methyl]amino)thieno[3,2-b]pyridin-2-yl)-N-phenyl-D-alaninamide hydrochloride Cl.ClC1=C(SC=2C1=NC(=CC2NCC=2OC=CC2)Cl)C[C@@H](N)C(=O)NC2=CC=CC=C2